(1s,2s,5r)-1-hydroxy-2-isopropyl-5-methyl-N-(2-oxo-2-phenylethyl)cyclohexane-1-carboxamide O[C@@]1([C@@H](CC[C@H](C1)C)C(C)C)C(=O)NCC(C1=CC=CC=C1)=O